BrC=1C(C2=CC(=CC=C2C1C=1N=CSC1C)OCCC1=CC=CC=C1)=O 2-bromo-3-(5-methylthiazol-4-yl)-6-phenethoxy-1H-inden-1-one